CC(=O)[C@H]1CC[C@@H]2[C@@]1(CC[C@H]3[C@H]2CC[C@@H]4[C@@]3(CC[C@@H](C4)O)C)C 5α-Pregnan-3β-ol-20-one